BrC=1C(=CC(=C(C1)N=CN(C)CC)C)OC1=C(C=CC=C1)C N'-[5-bromo-2-methyl-4-(2-methylphenoxy)phenyl]-N-ethyl-N-methylimidoformamide